BrC1=C(CC=2C(=C(N)C=C(C2)F)C)C=CC=C1 3-(2-bromobenzyl)-5-fluoro-2-methyl-aniline